4-(2-methoxypyrimidin-5-yl)-1,3-thiazol COC1=NC=C(C=N1)C=1N=CSC1